(3S,4R)-3-Ethyl-4-(3H-imidazo[1,2-a]pyrrolo[2,3-e]pyrazin-8-yl)-N-(2,2,2-trifluoroethyl)-pyrrolidine-1-carboxamide C(C)[C@@H]1CN(C[C@@H]1C1=CN=C2N1C1=C(N=C2)NC=C1)C(=O)NCC(F)(F)F